C1(CCCC1)CN1N=CC(=C1C)C=1C(=NC(=CC1)NC)C(=O)OC(C)(C)C tert-butyl 3-[1-(cyclopentylmethyl)-5-methyl-pyrazol-4-yl]-6-(methylamino)pyridine-2-carboxylate